(S)-N-(7-(3-hydroxy-3-methylbut-1-yn-1-yl)-5-methyl-4-oxo-2,3,4,5-tetrahydrobenzo[b][1,4]oxazepin-3-yl)-6-methyl-4-phenoxypyridineamide OC(C#CC1=CC2=C(OC[C@@H](C(N2C)=O)NC(=O)C2=NC(=CC(=C2)OC2=CC=CC=C2)C)C=C1)(C)C